7-chloro-9-fluoro-5-(2-fluorophenyl)-2,3-dihydro-1H-1,4-benzodiazepine-2-thione ClC=1C=C(C2=C(C(=NCC(N2)=S)C2=C(C=CC=C2)F)C1)F